C12ON(C(C=C1)CC2)C(=O)C2CCCCC2 (2-oxa-3-azabicyclo[2.2.2]oct-5-en-3-yl)(cyclohexyl)methanone